C(CO)(=O)N[C@@H]1[C@H](CC2(C(O)=O)O[C@H]1[C@H](O2)[C@H](O)CO)O 2,7-Anhydro-5-N-glycolyl-neuraminic acid